1-acetyl-N-[5-[(2-fluorophenyl)methyl]thiazol-2-yl]-4-methyl-piperidine-4-carboxamide C(C)(=O)N1CCC(CC1)(C(=O)NC=1SC(=CN1)CC1=C(C=CC=C1)F)C